CN1CCN(CC1)C1=CC=C(C=C1)NC=1N=CC2=C(N1)N=C(C=C2C#C[Si](C(C)C)(C(C)C)C(C)C)N2C=CC=C2 N-[4-(4-methylpiperazin-1-yl)phenyl]-7-(pyrrol-1-yl)-5-[2-(triisopropylsilyl)ethynyl]pyrido[2,3-d]pyrimidin-2-amine